ammonium tridecanedicarboxylate C(CCCCCCCCCCCC)(C(=O)[O-])C(=O)[O-].[NH4+].[NH4+]